methyl (Z)-7-hydroxyhept-5-enoate OC\C=C/CCCC(=O)OC